NC=1C=C(C=C(C1)C(F)(F)F)[C@@H](C)NC(=O)C1=NN(C(C=C1)=O)C1CCCC1 N-[(1R)-1-[3-amino-5-(trifluoromethyl)phenyl]ethyl]-1-cyclopentyl-6-oxo-1,6-dihydropyridazine-3-Carboxamide